FC=1C=C2C(C(N(C2=CC1)C=1C=C(C=NC1)CC1=NNC(C2=CC=CC=C12)=O)=O)(C)O (-)-4-((5-(5-Fluoro-3-hydroxy-3-methyl-2-oxoindolin-1-yl)pyridin-3-yl)methyl)phthalazin-1(2H)-on